NC(C)(C)C1=CC(=NC(=C1)C1=CC=C(C=C1)F)OC1[C@@H]2CN(C[C@H]12)C(=O)C1=CC(=NN1C)N1N=CC=C1 ((1R,5S,6s)-6-((4-(2-aminopropan-2-yl)-6-(4-fluorophenyl)pyridin-2-yl)oxy)-3-azabicyclo[3.1.0]hexan-3-yl)(1'-methyl-1'H-[1,3'-bipyrazol]-5'-yl)methanone